(1S,2R)-2-ALLYLCYCLOBUTANE-1-SULFONAMIDE C(C=C)[C@@H]1[C@H](CC1)S(=O)(=O)N